4-(3-isopropyl-5-(1-((2-methyl-1H-imidazol-5-yl)methyl)piperidin-4-yl)-1H-indol-2-yl)-3-methyl-1H-pyrazolo[3,4-b]pyridine C(C)(C)C1=C(NC2=CC=C(C=C12)C1CCN(CC1)CC1=CN=C(N1)C)C1=C2C(=NC=C1)NN=C2C